ClC1=C(OC(C(=O)O)(C)C)C(=CC(=C1)CN1N=CN(C1=O)C1=CC=C(C=C1)C(F)(F)F)Cl 2-(2,6-dichloro-4-((5-oxo-4-(4-(trifluoromethyl)phenyl)-4,5-dihydro-1H-1,2,4-triAzol-1-yl)methyl)phenoxy)-2-methylpropionic acid